CN(C(O)=O)C1=CC(=CC(=C1)F)Br.ClC=1C=CC(=NC1)COC1=NC(=CC=C1)Cl 5-chloro-2-(((6-chloropyridin-2-yl)oxy)methyl)pyridine methyl-(3-bromo-5-fluorophenyl)carbamate